2,3-bis(2-pyridyl)-5,6-dihydropyrazine N1=C(C=CC=C1)C1=NCCN=C1C1=NC=CC=C1